(6-(2-cyanophenoxy)pyridazin-3-yl)-2-((s)-4,4-difluoro-3-(6-oxo-1,6-dihydropyridin-3-yl)piperidin-1-yl)propanamide C(#N)C1=C(OC2=CC=C(N=N2)C(C(=O)N)(C)N2C[C@@H](C(CC2)(F)F)C2=CNC(C=C2)=O)C=CC=C1